NC1=NC=CC2=CC=C(C=C12)C=1C=C2C(CC3(CCN(CC3)C(=O)OC(C)(C)C)C2=CC1)OC1=C(C=CC=C1)CC(=O)OCC tert-butyl 5-(1-aminoisoquinolin-7-yl)-3-(2-(2-ethoxy-2-oxoethyl) phenoxy)-2,3-dihydrospiro[indene-1,4'-piperidine]-1'-carboxylate